3-(Difluoromethyl)-7-((1r,4r)-4-(2-fluoro-6-methylphenyl)cyclohexyl)-5-((3-(trifluoromethyl)pyridin-2-yl)methyl)pyrido[2,3-b]pyrazin-6(5H)-one FC(C1=CN=C2C(=N1)N(C(C(=C2)C2CCC(CC2)C2=C(C=CC=C2C)F)=O)CC2=NC=CC=C2C(F)(F)F)F